(R,E)-4-((3-((4-(dimethylamino)-4-oxobut-2-en-1-yl)amino)piperidin-1-yl)methyl)-N-(4-(4-morpholino-7H-pyrrolo[2,3-d]pyrimidin-6-yl)phenyl)picolinamide CN(C(/C=C/CN[C@H]1CN(CCC1)CC1=CC(=NC=C1)C(=O)NC1=CC=C(C=C1)C1=CC2=C(N=CN=C2N2CCOCC2)N1)=O)C